Decahydro-2,5,5,8a-tetramethyl-2-naphthylacetat CC1(CC2(CCCC(C2CC1)(C)C)C)CC(=O)[O-]